N1(CCC1)C=1C=CC(=C(C1)[Si](C=C)(C=C)C1=C(C=CC(=C1)N1CCC1)Br)Br Bis(5-(azetidin-1-yl)-2-bromophenyl)divinylsilane